C1(CCCC1)OC1=C(C(=CC2=C1C(N1[C@@H](CO2)C[C@@H](C1)O)=O)C)F (2S,11aR)-6-(cyclopentyloxy)-7-fluoro-2-hydroxy-8-methyl-2,3,11,11a-tetrahydro-1H,5H-benzo[f]pyrrolo[2,1-c][1,4]oxazepine-5-one